CN(CCN(C1=C(C=C(C(=C1)F)NC1=NC=C(C(=N1)C1=CNC2=C(C=CC=C12)OC)C(F)(F)F)NC(C)=O)C)C N-(2-((2-(dimethylamino)ethyl)(methyl)amino)-4-fluoro-5-((4-(7-methoxy-1H-indol-3-yl)-5-(trifluoromethyl)pyrimidin-2-yl)amino)phenyl)acetamide